C(C1=CC=CC=C1)(=O)N1CCN(CC1)C1=C(C(=C(C(=N1)SC(C(=O)N)C1=CC=CC=C1)C#N)CC)C#N 2-((6-(4-benzoylpiperazin-1-yl)-3,5-dicyano-4-ethylpyridin-2-yl)sulfanyl)-2-phenylacetamide